methyl 2-(5-(3-acetyl-1-(2-((2S,4R)-2-((6-bromopyridin-2-yl)carbamoyl)-4-fluoropyrrolidin-1-yl)-2-oxoethyl)-1H-indazol-5-yl)pyrimidin-2-yl)acetate C(C)(=O)C1=NN(C2=CC=C(C=C12)C=1C=NC(=NC1)CC(=O)OC)CC(=O)N1[C@@H](C[C@H](C1)F)C(NC1=NC(=CC=C1)Br)=O